5-{2-Acetaminoimidazo[1,2-b]pyridazin-6-yl}-2-methoxy-N-(3-phenylbutyl)pyridine-3-carboxamide N(C(=O)C)C=1N=C2N(N=C(C=C2)C=2C=C(C(=NC2)OC)C(=O)NCCC(C)C2=CC=CC=C2)C1